1-N-BOC-PYRROLE-3-BORONIC ACID C(=O)(OC(C)(C)C)N1C=C(C=C1)B(O)O